OCC1C(C1(C)C)CO 1,2-dihydroxymethyl-3,3-dimethylcyclopropane